C(C)(=O)O[C@@H](C=O)[C@@H](OC(C)=O)[C@H](OC(C)=O)[C@H](OC(C)=O)COC(C)=O D-(+)-Glucose Pentaacetate